FC1(CCN(CC1)C1=C(C=CC(=N1)N)Br)F 6-(4,4-difluoropiperidinyl)-5-bromo-2-pyridylamine